5-fluoro-2-((4-(7-hydroxy-8-((2-oxo-2,3-dihydro-1H-benzo[d]imidazol-5-yl)methyl)-2-azaspiro[4.4]non-2-yl)pyrimidin-5-yl)oxy)-N,N-diisopropylbenzamide FC=1C=CC(=C(C(=O)N(C(C)C)C(C)C)C1)OC=1C(=NC=NC1)N1CC2(CC1)CC(C(C2)CC2=CC1=C(NC(N1)=O)C=C2)O